CN1C(N(CC1)C)=O N,N'-dimethyl-2-imidazolidinone